methyl (S)-2-amino-3-(2-fluoro-5-hydroxy-4-(6-(hydroxymethyl)-3-methyl-2-oxo-2,3-dihydrobenzo[d]oxazol-5-yl)phenyl)propanoate N[C@H](C(=O)OC)CC1=C(C=C(C(=C1)O)C=1C(=CC2=C(N(C(O2)=O)C)C1)CO)F